(tert-butylsulfanyl)-1-(4-chlorobenzyl)-2-(2-(3-ethyl-1,2,4-oxadiazol-5-yl)-2-methylpropyl)-1H-indol-5-ol C(C)(C)(C)SC1=C(N(C2=CC=C(C=C12)O)CC1=CC=C(C=C1)Cl)CC(C)(C)C1=NC(=NO1)CC